ethyl 1-(2-(benzyloxy) ethyl)-4-methyl-1H-pyrazole-5-carboxylate C(C1=CC=CC=C1)OCCN1N=CC(=C1C(=O)OCC)C